2-CYANO-5-METHOXYBENZALDEHYDE C(#N)C1=C(C=O)C=C(C=C1)OC